potassium (N-benzenesulphonyl)benzenesulphonamide C1(=CC=CC=C1)S(=O)(=O)NS(=O)(=O)C1=CC=CC=C1.[K]